NCCC1=CC=C(C=C1)C1=C(C=C(C#N)C=C1)C(=O)C1=C(N=C(S1)N1CCOCC1)C 4-[4-(2-aminoethyl)phenyl]-3-(4-methyl-2-morpholin-4-yl-1,3-thiazole-5-carbonyl)benzonitrile